C(C)NC(=O)NC=1N(C(=CN1)CC1CCN(CC1)C=1C(=NC(=CC1)N1N=CC=C1)C)C 1-ethyl-3-(1-methyl-5-((1-(2-methyl-6-(1H-pyrazol-1-yl)pyridin-3-yl)piperidin-4-yl)methyl)-1H-imidazol-2-yl)urea